N-[5-[(5-bromopyridin-3-yl)oxy]-1,3,4-thiadiazol-2-yl]-2-(morpholin-4-yl)pyridine-3-carboxamide BrC=1C=C(C=NC1)OC1=NN=C(S1)NC(=O)C=1C(=NC=CC1)N1CCOCC1